N1(C(CN(CC1)C(=O)OC(C)(C)C)C(=O)OC)C(=O)OC(C)(C)C 1-O,4-O-ditert-butyl 2-O-methyl piperazine-1,2,4-tricarboxylate